C(C)(CC)C1C(NC2=C(CN1C(=O)N1CC(C1)(C)O)C=CC=C2)=O 3-(sec-butyl)-4-(3-hydroxy-3-methylazetidine-1-carbonyl)-1,3,4,5-tetrahydro-2H-benzo[1,4]diazepin-2-one